C(C=CC1=CC=CC=C1)C1=C(C(N(C1C1=C(C=CC=C1)F)C1=CC(=CC=C1)C(=O)O)=O)O 4-cinnamyl-3-hydroxy-5-(2-fluorophenyl)-1-(3-carboxyphenyl)-1H-pyrrol-2(5H)-one